Racemic-tert-butyl (1-(4-bromo-2,5-difluorophenyl)pyrrolidin-3-yl)(methyl)carbamate BrC1=CC(=C(C=C1F)N1C[C@@H](CC1)N(C(OC(C)(C)C)=O)C)F |r|